tert-butyl 1-(methoxycarbonyl)-2-(4-hydroxyphenyl)Ethylcarbamate COC(=O)C(CC1=CC=C(C=C1)O)NC(OC(C)(C)C)=O